(R)-(2-(2-methoxy-7-methylquinoxalin-5-yl)-4-methyl-7,8-dihydro-[1,4]dioxino[2',3':3,4]benzo[1,2-d]thiazol-7-yl)methyl (6-(3-methyl-1H-1,2,4-triazol-1-yl)pyridin-3-yl)carbamate CC1=NN(C=N1)C1=CC=C(C=N1)NC(OC[C@@H]1OC2=C(C3=C(N=C(S3)C3=C4N=CC(=NC4=CC(=C3)C)OC)C(=C2)C)OC1)=O